N1=C(C=CC2=CC=CN=C12)/C=C/C=1C=C2N(CCN(C2=O)[C@@H](CC(=O)OCC)C2=CC(=C(C=C2)OC)F)C1 Ethyl (S,E)-3-(7-(2-(1,8-naphthyridin-2-yl)vinyl)-1-oxo-3,4-dihydropyrrolo[1,2-a]pyrazin-2(1H)-yl)-3-(3-fluoro-4-methoxyphenyl)propanoate